C(C)(C)(C)C1=CC(=NO1)NC(=O)NC1=CC=C(C=C1)C=1N=NN(C1)C1=C(C=C(C=C1)OCCN1CCOCC1)F 1-(5-tert-butylisoxazol-3-yl)-3-(4-(1-(2-fluoro-4-(2-morpholinoethoxy)phenyl)-1H-1,2,3-triazol-4-yl)phenyl)urea